C(C)N(CCCCO)CC 4-diethylamino-1-butanol